F[C@@H]1C(NC(C[C@@H]1N1C=CC2=C1N=NC(=C2)C2=C(C=C(C=C2)N2N=NC(=C2)C)OCOC)(C)C)(C)C 7-((3S,4S)-3-fluoro-2,2,6,6-tetramethylpiperidin-4-yl)-3-(2-(methoxymethoxy)-4-(4-methyl-1H-1,2,3-triazol-1-yl)phenyl)-7H-pyrrolo[2,3-c]pyridazine